(S)-3-(4-(benzyloxy)-7-bromo-1-oxoisoindolin-2-yl)piperidine-2,6-dione C(C1=CC=CC=C1)OC1=C2CN(C(C2=C(C=C1)Br)=O)[C@@H]1C(NC(CC1)=O)=O